3-((7-chloro-1-methyl-6-(pyrazolo[1,5-a]pyrazin-3-yloxy)-1H-imidazo[4,5-b]pyridin-2-yl)amino)-1-((1R,2S)-2-hydroxycyclobutyl)-5-(trifluoromethyl)pyridin-2(1H)-one ClC1=C2C(=NC=C1OC=1C=NN3C1C=NC=C3)N=C(N2C)NC=2C(N(C=C(C2)C(F)(F)F)[C@H]2[C@H](CC2)O)=O